CS(=O)(=O)[C@@H](C)C1=CC=C(OCCN2CCC3(CC2)C(NC2=CC=C(C=C23)C#N)=O)C=C1 (S)-1'-{2-[4-(1-methanesulfonyl-ethyl)phenoxy]ethyl}-2-oxo-1,2-dihydrospiro[indole-3,4'-piperidine]-5-carbonitrile